ClC=1C(=NC=CC1C1=NC(=C(N=C1)CNC[C@@H]1NC(CC1)=O)OC)C=1C(=C(C=CC1)NC(=O)C1=NC=C(N=C1)CNCCO)C (R)-N-(3-(3-chloro-4-(6-methoxy-5-((((5-oxopyrrolidin-2-yl)methyl)amino)methyl)pyrazin-2-yl)pyridin-2-yl)-2-methylphenyl)-5-(((2-hydroxyethyl)amino)methyl)pyrazine-2-carboxamide